C(C)C1=C(C=CC(=C1)C=1N(C=C(N1)C(F)(F)F)C)CO [2-ethyl-4-[1-methyl-4-(trifluoromethyl)imidazol-2-yl]phenyl]methanol